5-((6-(4-methoxyphenyl)Pyridin-3-yl)methylene)thiazolidine-2,4-dione COC1=CC=C(C=C1)C1=CC=C(C=N1)C=C1C(NC(S1)=O)=O